C(CCCCCCC\C=C\CC=CC)(=O)O (E)-9,12-tetradecadienoic acid